C(C)C=1C=NC(=NC1)N1CCC(CC1)CCCOC1=CC(=C(C(=C1)F)C1=NOC(=N1)[C@H](CC)O)F (S)-1-(3-(4-(3-(1-(5-ethylpyrimidin-2-yl)piperidin-4-yl)propoxy)-2,6-difluorophenyl)-1,2,4-oxadiazol-5-yl)propan-1-ol